methyl-N'-[2-[[(5-methyl-1H-imidazole-4-yl)methyl]thio]ethyl]-N-cyanoguanidine CN(C(=N)NCCSCC=1N=CNC1C)C#N